O[C@@H]1CN(CC1)C1=C(C=C2C(=N1)N=C(S2)N2CCOCC2)NC(=O)C=2OC(=CC2)C2=CC(=NC=C2)C (S)-N-(5-(3-hydroxypyrrolidin-1-yl)-2-morpholinothiazolo[4,5-b]pyridin-6-yl)-5-(2-methylpyridin-4-yl)furan-2-carboxamide